OC(CCN1N=C2C=C(C(=CC2=C1)NC(=O)C=1N=C(SC1)C=1C=NC=CC1)C1=CC=C(C=C1)C(NCC(=O)NC)=O)(C)C N-(2-(3-hydroxy-3-methylbutyl)-6-(4-((2-(methylamino)-2-oxoethyl)carbamoyl)phenyl)-2H-indazol-5-yl)-2-(pyridin-3-yl)thiazole-4-carboxamide